methyl 2-(4-((benzyloxy)carbonyl)cyclohexyl)-2,5-dihydrooxazole-4-carboxylate C(C1=CC=CC=C1)OC(=O)C1CCC(CC1)C1OCC(=N1)C(=O)OC